tert-butyl ((1r,3r)-3-(6-chloro-3-methyl-2-oxo-2,3-dihydro-1H-imidazo[4,5-c]pyridin-1-yl)cyclobutyl)carbamate ClC1=CC2=C(C=N1)N(C(N2C2CC(C2)NC(OC(C)(C)C)=O)=O)C